(E)-2-(ethoxymethylene)-3-oxovaleronitrile C(C)O\C=C(/C#N)\C(CC)=O